C(C)C1N(CCCC1)CCN 2-(2-ethylpiperidin-1-yl)ethylamine